[NH4+].N Ammonia, ammonium salt